((3S,5S)-1-((S)-2-((S)-2-((tert-butoxycarbonyl)(methyl)amino)propanamido)-2-cyclohexylacetyl)-5-(((R)-1,2,3,4-tetrahydronaphthalen-1-yl)carbamoyl)pyrrolidin-3-yl)glycine C(C)(C)(C)OC(=O)N([C@H](C(=O)N[C@H](C(=O)N1C[C@H](C[C@H]1C(N[C@@H]1CCCC2=CC=CC=C12)=O)NCC(=O)O)C1CCCCC1)C)C